2'-chloro-6'-(4-methoxybenzyl)-7'-oxo-6',7'-dihydrospiro[piperidine-4,5'-pyrrolo[3,4-b]pyridine]-1-carboxylate ClC1=CC=C2C(=N1)C(N(C21CCN(CC1)C(=O)[O-])CC1=CC=C(C=C1)OC)=O